5-(4-((6-butyramidopyrimidin-4-yl)methyl)piperazin-1-yl)-N,6-dimethylpicolinamide C(CCC)(=O)NC1=CC(=NC=N1)CN1CCN(CC1)C=1C=CC(=NC1C)C(=O)NC